N1=CC(=CC=C1)CC1N2CCC(C1OC=1N=CC(=NC1)C=1C=C3C=CNC3=CC1)CC2 5-[5-[2-(3-pyridylmethyl)quinuclidin-3-yl]oxypyrazin-2-yl]-1H-indole